(S)-1-amino-2-(1-(tert-butoxycarbonyl)piperidin-2-yl)-4-(4-((4-(4-fluorophenyl)pyridin-2-yl)carbamoyl)phenyl)-1H-imidazole-5-carboxylic acid NN1C(=NC(=C1C(=O)O)C1=CC=C(C=C1)C(NC1=NC=CC(=C1)C1=CC=C(C=C1)F)=O)[C@H]1N(CCCC1)C(=O)OC(C)(C)C